[3-[[2-Fluoro-4-(trifluoromethyl)phenyl]methoxy]azetidin-1-yl]-[(3S)-3-(1H-triazol-5-yl)pyrrolidin-1-yl]methanone FC1=C(C=CC(=C1)C(F)(F)F)COC1CN(C1)C(=O)N1C[C@H](CC1)C1=CN=NN1